ClCCC[Si](CC)(CC)CC γ-chloropropyltriethylsilane